NC1=CC=C(C(=C1C(=O)N(C)C)F)C=1C=C2C(=NC1)N(C=C2C=2C=NC=CC2)S(=O)(=O)C2=CC=C(C)C=C2 6-amino-2-fluoro-N,N-dimethyl-3-(3-(pyridin-3-yl)-1-tosyl-1H-pyrrolo[2,3-b]pyridin-5-yl)benzamide